ClC1=CC(=C(C=O)C=C1)N1CC2(CC1)CCNCC2 4-chloro-2-(2,8-diazaspiro[4.5]dec-2-yl)benzaldehyde